tert-butyl (2R)-2-{6-bromo-1H-pyrrolo[3,2-b]pyridin-2-yl}pyrrolidine-1-carboxylate BrC=1C=C2C(=NC1)C=C(N2)[C@@H]2N(CCC2)C(=O)OC(C)(C)C